C1(=CC=CC=C1)C1=C(C(=NOO1)C1=CC=CC=C1)C1=CC=CC=C1 Triphenyldioxazin